tert-butyl (3S)-3-[4-(5-ethynyl-2-fluoro-anilino)quinazolin-6-yl]pyrrolidine-1-carboxylate C(#C)C=1C=CC(=C(NC2=NC=NC3=CC=C(C=C23)[C@H]2CN(CC2)C(=O)OC(C)(C)C)C1)F